tert-butyl 7-[2-(8-fluoro-2-methyl-imidazo[1,2-a]pyridin-6-yl)-5-oxo-pyrido[4,3-d]pyrimidin-6-yl]-4-azaspiro[2.5]octane-4-carboxylate FC=1C=2N(C=C(C1)C=1N=CC3=C(N1)C=CN(C3=O)C3CCN(C1(CC1)C3)C(=O)OC(C)(C)C)C=C(N2)C